4-chloro-3-(1,4-oxazepan-3-yl)benzonitrile ClC1=C(C=C(C#N)C=C1)C1COCCCN1